N-ethyl-(methyl)acrylamide C(C)NC(C(=C)C)=O